N-(2-(N,N-dimethylsulfamoyl)-3-methylpyridin-4-yl)acetamide CN(S(=O)(=O)C1=NC=CC(=C1C)NC(C)=O)C